5-(4-[[1-(diphenylmethyl)piperidin-4-yl]oxy]-2,3-dihydro-1H-isoindol-2-yl)-4-(trifluoromethyl)-2-[[2-(trimethylsilyl)ethoxy]methyl]-2,3-dihydropyridazin-3-one C1(=CC=CC=C1)C(N1CCC(CC1)OC1=C2CN(CC2=CC=C1)C1=C(C(N(N=C1)COCC[Si](C)(C)C)=O)C(F)(F)F)C1=CC=CC=C1